C1(=CC=C(C=C1)C(CC=1C=NC=CC1)C)C1=CC=CC=C1 3-(2-([1,1'-biphenyl]-4-yl)propyl)pyridine